(2-(difluoromethoxy)pyridin-3-yl)methanol FC(OC1=NC=CC=C1CO)F